COC1=NC=C(N=C1CCCCC)OC 2,5-dimethoxy-3-pentylpyrazine